BrC=1C=CC(=C(C1)CC(=O)O)OC 2-(5-bromo-2-methoxyphenyl)acetic acid